NCC(C(=O)NC=1C=C2C=CN=CC2=CC1)CN1CC=C(CC1)C 3-amino-N-(isoquinolin-6-yl)-2-((4-methyl-5,6-dihydropyridin-1(2H)-yl)methyl)propanamide